N-(6-chloropyridin-3-yl)-6-((1-methyl-1H-1,2,4-triazol-3-yl)methoxy)isoquinolin-1-amine ClC1=CC=C(C=N1)NC1=NC=CC2=CC(=CC=C12)OCC1=NN(C=N1)C